tert-Butyl 11-azatricyclo[6.2.1.02,7]undeca-2,4,6-triene-11-carboxylate C12C3=CC=CC=C3C(CC1)N2C(=O)OC(C)(C)C